C(C)(C)(C)OC(=O)N1CC(=CC1)C1=CC(=C2C=NN(C2=C1)C)C1=C(C=C(C=C1)F)N1C(CCC1=O)C 3-{4-[4-fluoro-2-(2-methyl-5-oxopyrrolidin-1-yl)phenyl]-1-methyl-1H-indazol-6-yl}-2,5-dihydro-1H-pyrrole-1-carboxylic acid tert-butyl ester